7-bromo-6-cyclopropyl-8-fluoro-2-(((2R,7aS)-2-fluorotetrahydro-1H-pyrrolizin-7a(5H)-yl)methoxy)-N,N-dimethylquinazolin-4-amine BrC1=C(C=C2C(=NC(=NC2=C1F)OC[C@]12CCCN2C[C@@H](C1)F)N(C)C)C1CC1